C(C1=CC=CC=C1)(=O)[C@@]([C@@](C(=O)[O-])(O)C(C1=CC=CC=C1)=O)(O)C(=O)[O-] (+)-dibenzoyl-D-tartrate